N-ethyl-2-((5-(2-((5R)-6-(ethyl-(methyl)amino)-5-hydroxy-2-methylhexan-3-yl)-2,6-diazaspiro[3.4]octan-6-yl)-1,2,4-triazin-6-yl)oxy)-5-fluoro-N-isopropylbenzamide C(C)N(C(C1=C(C=CC(=C1)F)OC1=C(N=CN=N1)N1CC2(CN(C2)C(C(C)C)C[C@H](CN(C)CC)O)CC1)=O)C(C)C